[Si](C)(C)(C(C)(C)C)OCCN1N=C2C(=N1)C=CC(=C2)C(=O)OC methyl 2-(2-((tert-butyldimethylsilyl)oxy)ethyl)-2H-benzo[d][1,2,3]triazole-5-carboxylate